CN1N=CC(=C1)NC1=NC=C(C(=N1)NCCC1=CC=CC=C1)C(=O)N 2-[(1-methyl-1H-pyrazol-4-yl)amino]-4-(phenylethyl-amino)pyrimidin-5-carboxamide